BrC=1C(NC=2N(C1)C=C(N2)C)=O 6-bromo-2-methyl-8H-imidazo[1,2-a]pyrimidin-7-one